(2-ethoxy-2-oxo-ethyl) 1-[2-chloro-4-fluoro-5-[3-methyl-2,6-dioxo-4-(trifluoromethyl)pyrimidin-1-yl]phenoxy]cyclopropanecarboxylate ClC1=C(OC2(CC2)C(=O)OCC(=O)OCC)C=C(C(=C1)F)N1C(N(C(=CC1=O)C(F)(F)F)C)=O